Methyl 2-[[2,5-difluoro-4-[6-[[4-(trifluoromethyl)-2-thienyl]methoxy]-2-pyridyl]phenyl]methyl]-3-[[(2S)-oxetan-2-yl]methyl]benzimidazole-5-carboxylate FC1=C(C=C(C(=C1)C1=NC(=CC=C1)OCC=1SC=C(C1)C(F)(F)F)F)CC=1N(C2=C(N1)C=CC(=C2)C(=O)OC)C[C@H]2OCC2